(R)-6-bromo-5-cyclopropyl-N-(1-methylpiperidin-3-yl)-1,2,4-triazin-3-amine BrC1=C(N=C(N=N1)N[C@H]1CN(CCC1)C)C1CC1